2-(2,2'-dimethyl-3'-(5-(morpholinomethyl)-1,3,4-oxadiazol-2-yl)-[1,1'-biphenyl]-3-yl)benzo[d]oxazole-5-carbaldehyde CC1=C(C=CC=C1C=1OC2=C(N1)C=C(C=C2)C=O)C2=C(C(=CC=C2)C=2OC(=NN2)CN2CCOCC2)C